6-((1R,3r,5S,6r)-6-(1-isopropyl-3-(4-(trifluoromethyl)phenyl)-1H-pyrazol-5-yl)bicyclo[3.1.0]hexan-3-yl)-2-thia-6-azaspiro[3.4]octane 2,2-dioxide C(C)(C)N1N=C(C=C1C1[C@H]2CC(C[C@@H]12)N1CC2(CS(C2)(=O)=O)CC1)C1=CC=C(C=C1)C(F)(F)F